NC1(CCN(CC1)C[C@H](NC([C@H](NC([C@H](NC(CNC[C@H](C(C)C)C1=CC=CC=C1)=O)CC1=CC=CC=C1)=O)CC(C)C)=O)CCCCN)C(=O)O 4-amino-1-((2R,5R,8R,14R)-2-(4-aminobutyl)-8-benzyl-5-isobutyl-15-methyl-4,7,10-trioxo-14-phenyl-3,6,9,12-tetraazahexadeca-1-yl)piperidine-4-carboxylic acid